(R)-N-(2-amino-2-(4-(ethylsulfonyl)phenyl)ethyl)acetamide hydrochloride Cl.N[C@@H](CNC(C)=O)C1=CC=C(C=C1)S(=O)(=O)CC